COC=1C=C(C=CC1)N(CCNC(C)=O)C1=CC=CC=C1 N-{2-[(3-methoxyphenyl)-phenylamino]ethyl}acetamide